Kalium methanolat C[O-].[K+]